ferrous telluride [Fe]=[Te]